(2-(3-ethyl-1-(3-hydroxy-2,2-dimethylpropyl)-2,3-dihydro-1H-pyrrolo[1,2,3-de]quinoxalin-5-yl)-7-fluoro-1-methyl-1H-benzo[d]imidazol-5-yl)methanone C(C)C1CN(C=2C=CC=C3C2N1C(=C3)C3=NC1=C(N3C)C(=CC(=C1)C=O)F)CC(CO)(C)C